5-chloro-N-(2-chloro-4-nitrophenyl)-1-hydroxybenzamide ClC=1C=CCC(C(=O)NC2=C(C=C(C=C2)[N+](=O)[O-])Cl)(C1)O